Tert-butyl 4-(5-(2,6-difluorophenyl)-1-(4-methoxybenzyl)-1,6-dihydropyrazolo[4,3-d]pyrido[3,2-f][1,3]diazepin-9-yl)-5,6-dihydropyridine-1(2H)-carboxylate FC1=C(C(=CC=C1)F)C=1NC2=C(C3=C(N1)C=NN3CC3=CC=C(C=C3)OC)C=C(C=N2)C2=CCN(CC2)C(=O)OC(C)(C)C